C(C=C)C1=CC(=C(C(=C1)OC)O)OC 4-allyl-2,6-dimethoxyphenol